C(C)(C)SC=1C=C(C=CC1)C=1NC2=CC=C(C=C2C1)SCC(=O)O 2-((2-(3-(isopropylthio)phenyl)-1H-indol-5-yl)thio)acetic acid